ClC1=C(C(=O)N(C)C)C=CC(=C1)OC1CC(C1)CC1CCN(CC1)C([C@](C(F)(F)F)(O)C1=CC(=CC=C1)OC1CC1)=O |o1:25| 2-chloro-4-((1R,3s)-3-((1-((R or S)-2-(3-cyclopropoxyphenyl)-3,3,3-trifluoro-2-hydroxypropanoyl)piperidin-4-yl)methyl)cyclobutoxy)-N,N-dimethylbenzamide